COCCON=C1CN(C1)C1=CC(=C2C(C(=CN(C2=N1)C=1SC=CN1)C(=O)O)=O)C 7-{3-[(2-methoxyethoxy)imino]azetidin-1-yl}-5-methyl-4-oxo-1-(1,3-thiazol-2-yl)-1,4-dihydro-1,8-naphthyridine-3-carboxylic acid